3-methylbutane-1,1-diol CC(CC(O)O)C